ClC=1N=C(C2=C(N1)C(=C(N=C2)C2=CC(=CC1=CC=C(C(=C21)C#C[Si](C(C)C)(C(C)C)C(C)C)F)O[Si](C(C)C)(C(C)C)C(C)C)F)Cl 2,4-dichloro-8-fluoro-7-(7-fluoro-8-((triisopropylsilyl)ethynyl)-3-((triisopropylsilyl)oxy)naphthalen-1-yl)pyrido[4,3-d]pyrimidine